BrC=1C=C2C(=NC1)NC(=C2)CC 5-bromo-2-ethyl-1H-pyrrolo[2,3-b]pyridine